Deoxycytidine 5'-diphosphate P(O)(=O)(OP(=O)(O)O)OC[C@@H]1[C@H](C[C@@H](O1)N1C(=O)N=C(N)C=C1)O